2-tert-butylaminoethyl methacrylate C(C(=C)C)(=O)OCCNC(C)(C)C